3-(((S)-7-((2S,4R)-4-Amino-2-phenylpiperidine-1-carbonyl)-7-azaspiro[4.5]decan-10-yl)methyl)-6-phenylpyrimidin-4(3H)-one N[C@H]1C[C@H](N(CC1)C(=O)N1CC2(CCCC2)[C@H](CC1)CN1C=NC(=CC1=O)C1=CC=CC=C1)C1=CC=CC=C1